C(C)(C)(C)N1CC(C1)(CO)COCC#CCO Tert-butyl-3-{[(4-hydroxybut-2-yn-1-yl)oxy]methyl}-3-(hydroxymethyl)azetidine